(R)-3-(5-((S)-3-(tert-butoxy)-2-((1,3-dioxoisoindolin-2-yl)oxy)-3-oxo-propoxy)-2H-indazol-2-yl)pyrrolidine-1-carboxylic acid C(C)(C)(C)OC([C@H](COC1=CC2=CN(N=C2C=C1)[C@H]1CN(CC1)C(=O)O)ON1C(C2=CC=CC=C2C1=O)=O)=O